C(CCC)[N+](CCCC)(CCCCCCCCCCCCCC)[O-] N,N-dibutyltetradecylamine N-oxide